BrC=1C(=CC=C2C(C(CC12)C(=O)OCC)=O)OC ethyl 7-bromo-6-methoxy-3-oxo-1,2-dihydroindene-2-carboxylate